CN1N=CC(=C1)C=1C=CC=2N(C1)N=CC2N2C(CN(CC2)C(=O)OC(C)(C)C)=O tert-butyl 4-[6-(1-methyl-1H-pyrazol-4-yl) pyrazolo[1,5-a]pyridin-3-yl]-3-oxopiperazine-1-carboxylate